(1s,4s)-4-((5-(2,3-dimethyl-3H-imidazo[4,5-b]pyridin-5-yl)pyrrolo[2,1-f][1,2,4]triazin-2-yl)amino)-1-methylcyclohexan-1-ol CC1=NC=2C(=NC(=CC2)C=2C=CN3N=C(N=CC32)NC3CCC(CC3)(O)C)N1C